(S)-(+)-mandelate C([C@@H](O)C1=CC=CC=C1)(=O)[O-]